BrC=1C=C(C=CC1)C(=O)C1=CNC2=CC(=CC=C12)[N+](=O)[O-] (3-bromophenyl)(6-nitro-1H-indol-3-yl)methanone